C(C1=CC=CC=C1)OC=1C=C(C=CC1)CC(CC1=CNC(O1)=S)O 5-[3-(3-Benzyloxyphenyl)-2-hydroxypropyl]-1,3-oxazol-2(3H)-thione